({[(2R,3S,4R,5R)-5-(2-chloro-6-{[(3S)-oxolan-3-yl]amino}-9H-purin-9-yl)-3,4-dihydroxyoxolan-2-yl]methoxy}methyl)phosphonic acid ClC1=NC(=C2N=CN(C2=N1)[C@H]1[C@@H]([C@@H]([C@H](O1)COCP(O)(O)=O)O)O)N[C@@H]1COCC1